C(C)(C)[C@@]1(CNC(C=2N1N=C(C2)N2[C@@H](COCC2)C)=O)C (R)-7-isopropyl-7-methyl-2-((R)-3-methylmorpholino)-6,7-dihydropyrazolo[1,5-a]pyrazin-4(5H)-one